(2S,3S)-3-ethyl-oxirane-2-carboxylic acid C(C)[C@H]1[C@H](O1)C(=O)O